(E)-3-[3-Chloro-4-(methoxymethoxy)phenyl]-1-(2-decoxy-6-hydroxyphenyl)prop-2-en-1-one ClC=1C=C(C=CC1OCOC)/C=C/C(=O)C1=C(C=CC=C1O)OCCCCCCCCCC